trans-N1-[4-[(3-cyclobutyl)pyrazolo[1,5-a]pyrimidin-5-yl]pyrimidin-2-yl]-N4-(tetrahydro-2H-pyran-4-yl)cyclohexane-1,4-diamine C1CC(C1)C1=NN2C(N=C(C=C2)C2=NC(=NC=C2)N[C@@H]2CC[C@H](CC2)NC2CCOCC2)=C1